2-([1,1'-biphenyl]-4-yl-(trimethylsilyl)methyl)pyridine C1(=CC=C(C=C1)C(C1=NC=CC=C1)[Si](C)(C)C)C1=CC=CC=C1